C(C1=CC=CC=C1)NC([C@H]([C@@H](C=C)OC1=CC=CC=C1)C1=CC=C(C=C1)C(C)(C)C)=O (2S,3R)-N-benzyl-3-(phenyloxy)-2-(4-(tert-butyl)phenyl)pent-4-enamide